CC1(C[C@@H](CCC1)[C@H](C)OC(COC(CC)=O)=O)C.C1=C(C=CC2=CC=CC=C12)C=NC1=CC=CC=C1 N-(2-naphthylmethylene)aniline 2-[(1S)-1-[(1R)-3,3-dimethylcyclohexyl]ethoxy]-2-oxoethyl-propanoate